succinlactone C1(CCCO1)=O